FC(C=1C=NC(=NC1)C=1C=C2CC[C@]3(CN(CC3)C([C@H](C)C3=CC(=NC=C3F)OC)=O)NC2=NC1C)F (2R)-1-{(2S)-6-[5-(difluoromethyl)pyrimidin-2-yl]-7-methyl-3,4-dihydro-1H-spiro[1,8-naphthyridine-2,3'-pyrrolidin]-1'-yl}-2-(5-fluoro-2-methoxypyridin-4-yl)propan-1-one